FC1=C(C=CC(=C1C1=N[C@H](C=2N(C3=C1C(=C(C=C3)Cl)Cl)C(=NN2)C)C)F)O 2,4-difluoro-3-[(4S)-7,8-dichloro-1,4-dimethyl-4H-[1,2,4]triazolo[4,3-a][1,4]benzodiazepine-6-Yl]phenol